C(C)N1N=CN=C1C(=O)N[C@H](C=1OC2=C(N1)C=C(C=C2)[C@@H](COC)N2C(N[C@@H](C2)C(F)(F)F)=O)C2CCC(CC2)F 1-ethyl-N-((S)-((1r,4S)-4-fluorocyclohexyl)(5-((S)-2-methoxy-1-((S)-2-oxo-4-(trifluoromethyl)imidazolidin-1-yl)ethyl)benzo[d]-oxazol-2-yl)methyl)-1H-1,2,4-triazole-5-carboxamide